O=S1(N(CCN1C1=C(C=C(C=C1Cl)Cl)Cl)CC(=O)NC1C2CC3(CC(CC1C3)C2)C(=O)N)=O 4-(2-(1,1-dioxido-5-(2,4,6-trichlorophenyl)-1,2,5-thiadiazolidin-2-yl)acetamido)adamantane-1-carboxamide